NC1=C2C(N(C(C2=CC=C1N(C)[C@@H]1[C@@H](CCCC1)NC1CCC(CC1)(F)F)=O)C1C(NC(CC1)=O)=O)=O 4-amino-5-(((1S,2R)-2-((4,4-difluorocyclohexyl)amino)cyclohexyl)(methyl)amino)-2-(2,6-dioxopiperidin-3-yl)isoindoline-1,3-dione